FC=1C(=NC=CC1CC=1C=NC=C(C1C)NC1=C(C=C(C=C1)C(C)C)F)NS(NC)(=O)=O 3-fluoro-4-[[5-(2-fluoro-4-isopropyl-anilino)-4-methyl-3-pyridinyl]methyl]-N-(methylsulfamoyl)pyridin-2-amine